leucine calcium dihydrate O.O.[Ca].N[C@@H](CC(C)C)C(=O)O